2-[2-(1-Ethyl-1,7-diazaspiro[3.5]nonan-7-yl)oxazolo[4,5-b]pyridin-5-yl]-3-methyl-5-(trifluoromethyl)phenol C(C)N1CCC12CCN(CC2)C=2OC=1C(=NC(=CC1)C1=C(C=C(C=C1C)C(F)(F)F)O)N2